C(C)(=O)O.CCCCCCCCC\C=C/CCC (Z)-10-tetradecene acetate